C(C1=CC=CC=C1)(=O)C1=NC=CN=C1 benzoyl-pyrazine